3-(2-chloroethyl)tetrahydrofuran ClCCC1COCC1